CC1=CC(N(C=C1)C=1C=NC=CC1)=O 4-methyl-2H-[1,3'-bipyridin]-2-one